4-(2-hydroxyethyl)-N-methylbenzamide OCCC1=CC=C(C(=O)NC)C=C1